FCC([2H])(O)C1=CC=C(C#N)C=C1 4-(2-fluoro-1-hydroxyethyl-1-d)benzonitrile